2-(4-(8-oxa-3-azabicyclo[3.2.1]oct-3-yl)butyl)isoindoline-1,3-dione C12CN(CC(CC1)O2)CCCCN2C(C1=CC=CC=C1C2=O)=O